C(C)(=O)OC1=CC=C2C=CN(C(C2=C1)=O)C 2-Methyl-1-Oxoisoquinolin-7-Yl Acetate